C(C)(=O)N1CCC(CC1)(OCC)C=1C(N(C2=C(C(=NC(=C2C1)Cl)C)OCC1=CC=CC=C1)C)=O 3-(1-Acetyl-4-ethoxypiperidin-4-yl)-8-(benzyloxy)-5-chloro-1,7-dimethyl-1,6-naphthyridin-2(1H)-one